N(=[N+]=[N-])C(C)(C)C1=CN=C(C2=CN=C(C=C12)Cl)O[C@H]1C[C@H](C1)C(=O)OC Methyl (cis)-3-((4-(2-azidopropan-2-yl)-6-chloro-2,7-naphthyridin-1-yl)oxy)cyclobutane-1-carboxylate